1-({2-methyl-8-[4-(trifluoromethyl)phenyl]-2H,8H-pyrazolo[3,4-b]indol-5-yl}formamido)-3,6,9,12-tetraoxahexadecan-16-oic acid CN1N=C2N(C3=CC=C(C=C3C2=C1)C(=O)NCCOCCOCCOCCOCCCC(=O)O)C1=CC=C(C=C1)C(F)(F)F